FC1=C(C=CC(=C1)C1=NOC(=N1)C(F)(F)F)C(COCC=1C=NOC1)=O 1-(2-fluoro-4-(5-(trifluoromethyl)-1,2,4-oxadiazol-3-yl)phenyl)-2-(isoxazol-4-ylmethoxy)ethan-1-one